1-(4-(((6-(2-fluoropyridin-4-yl)-1-(3-morpholinopropyl)-1H-indazol-4-yl)amino)methyl)piperidin-1-yl)propan-1-one FC1=NC=CC(=C1)C1=CC(=C2C=NN(C2=C1)CCCN1CCOCC1)NCC1CCN(CC1)C(CC)=O